Cl.BrC1=CC=CC(=N1)CNC(=O)[C@H]1NC[C@@H](C1)F (2S,4R)-N-((6-bromopyridin-2-yl)methyl)-4-fluoropyrrolidine-2-carboxamide hydrochloride